O(C1=CC=CC=C1)CCCCCC phenoxy-hexane